bis(5-dimethylaminocarbonyloxy-2,4-dimethylphenyl) pentasulfide CN(C(=O)OC=1C(=CC(=C(C1)SSSSSC1=C(C=C(C(=C1)OC(=O)N(C)C)C)C)C)C)C